(1S,3R)-3-(3-{[(2-methoxypyridin-4-yl)acetyl]amino}-1H-pyrazol-5-yl)cyclopentyl(trans-4-hydroxy-4-methylcyclohexyl)carbamate COC1=NC=CC(=C1)CC(=O)NC1=NNC(=C1)[C@H]1C[C@H](CC1)N(C([O-])=O)C1CCC(CC1)(C)O